FC(C1=CC=C(C(=N)N)C=C1)(F)F 4-trifluoromethylbenzamidine